4-((2,6-difluoro-4-(3-(methylsulfonyl)-1H-1,2,4-triazol-1-yl)benzyl)oxy)phenyl sulfurofluoridate S(OC1=CC=C(C=C1)OCC1=C(C=C(C=C1F)N1N=C(N=C1)S(=O)(=O)C)F)(=O)(=O)F